FC(C(=O)O)(F)F.O=C1OC2=C(N1C1C(NC(CC1)=O)=O)C=CC=C2N2CCNCC2 3-(2-oxo-7-(piperazin-1-yl)benzo[d]oxazol-3(2H)-yl)piperidine-2,6-dione 2,2,2-trifluoroacetate